CS(=O)(=O)OCCCOCCC1=CC(=C(C(C(=O)OC)=C1)C(=O)OC)[N+](=O)[O-] dimethyl 5-(2-(3-((methylsulfonyl)oxy)propoxy)ethyl)-3-nitrophthalate